N-((5-bromo-6-methoxy-1-tosyl-1H-indol-2-yl)methyl)-1-methylcyclopropane-1-carboxamide BrC=1C=C2C=C(N(C2=CC1OC)S(=O)(=O)C1=CC=C(C)C=C1)CNC(=O)C1(CC1)C